tert-butyl 3-(7-(2-((tert-butoxycarbonyl) amino)-3-cyano-7-fluorobenzo[b]thiophen-4-yl)-6-chloro-2,8-difluoroquinazolin-4-yl)-3,8-diazabicyclo[3.2.1]octane-8-carboxylate C(C)(C)(C)OC(=O)NC1=C(C2=C(S1)C(=CC=C2C2=C(C=C1C(=NC(=NC1=C2F)F)N2CC1CCC(C2)N1C(=O)OC(C)(C)C)Cl)F)C#N